3,8-bis[1-(2-(4-fluorophenyl)ethoxy)ethyl]Porphyrin dipotassium salt [K].[K].FC1=CC=C(C=C1)CCOC(C)C=1C=C2NC1C=C1C=C(C(=N1)C=C1C=CC(N1)=CC=1C=CC(N1)=C2)C(C)OCCC2=CC=C(C=C2)F